(R)-4-Bromo-N-(6-(2-methylmorpholino)pyridin-2-yl)-2-(6-azaspiro[2.5]octan-6-yl)benzamide BrC1=CC(=C(C(=O)NC2=NC(=CC=C2)N2C[C@H](OCC2)C)C=C1)N1CCC2(CC2)CC1